ethyl (5-(1-(4-fluorophenyl)-3-methyl-1H-pyrazol-4-yl)-3-(methoxymethoxy)-4-methylpicolinoyl)glycinate FC1=CC=C(C=C1)N1N=C(C(=C1)C=1C(=C(C(=NC1)C(=O)NCC(=O)OCC)OCOC)C)C